C(C)(C)(C)N1CC(C1)OCC1=C(C=C(C=C1)I)F Tert-butyl-3-[(2-fluoro-4-iodo-phenyl)methoxy]azetidine